C(C)OC=1C=C(C=C(C1)F)C1=CC=C(C(=N1)OC1=C(C=C(C=C1C)C)C)C(=O)NS(=O)(=O)C=1C(NC=CC1)=O 6-(3-Ethoxy-5-fluorophenyl)-N-[(2-oxo-1H-pyridin-3-yl)sulfonyl]-2-(2,4,6-trimethylphenoxy)pyridin-3-carboxamid